6,4'-dihydroxybiphenyl OC1=CC=CC=C1C1=CC=C(C=C1)O